O1C(C1)CC(C)=O 1-(2-oxiranyl)-2-propanone